NC1=CC(=C(C=C1N)C(C(=O)N)C)C (4,5-diamino-2-methylphenyl)-methylacetamide